FC=1C=C2NC(C=3N(C2=C(C1C1=C2C=CNC2=CC=C1F)C)C=NN3)(C)C 7-fluoro-8-(5-fluoro-1H-indol-4-yl)-4,4,9-trimethyl-5H-[1,2,4]triazolo[4,3-a]quinoxaline